C1(CC1)C1=C(C(=NN1)C1=NC2=C(C=NC(=C2)C(F)(F)F)N1C)S(=O)(=O)CC 2-(5-cyclopropyl-4-(ethylsulfonyl)-1H-pyrazol-3-yl)-3-methyl-6-(trifluoromethyl)-3H-imidazo[4,5-c]pyridine